1-(tert-butyl)-3-(3-(4-(tert-butyl)pyrimidin-2-yl)cyclopentyl)-1H-pyrazol-5-amine C(C)(C)(C)N1N=C(C=C1N)C1CC(CC1)C1=NC=CC(=N1)C(C)(C)C